methyl (E)-7-[tert-butyl(diphenyl)silyl]oxyhept-2-enoate [Si](C1=CC=CC=C1)(C1=CC=CC=C1)(C(C)(C)C)OCCCC/C=C/C(=O)OC